C(=O)(O)CCSC(C(=O)O)CC(C)C#N ((2-carboxyethyl)thio)-4-cyanopentanoic acid